ClC=1OC2=C(C1)C(=CC=C2COC2=CC=CC(=N2)C2CCN(CC2)CC2=NC1=C(N2C[C@H]2OCC2)C=C(C=C1)C(=O)O)C#N (S)-2-((4-(6-((2-chloro-4-cyanobenzofuran-7-yl)methoxy)pyridin-2-yl)piperidin-1-yl)methyl)-1-(oxetane-2-ylmethyl)-1H-Benzo[d]imidazole-6-carboxylic acid